tert-butyl 4-((6-cyano-7-((1-(2-ethoxy-2-oxoethyl)azetidin-3-yl)oxy)-2H-indazol-2-yl)methyl)-7-methyl-5-(methylsulfonyl)-1H-indole-1-carboxylate C(#N)C=1C=CC2=CN(N=C2C1OC1CN(C1)CC(=O)OCC)CC1=C2C=CN(C2=C(C=C1S(=O)(=O)C)C)C(=O)OC(C)(C)C